N(=[N+]=[N-])CC1=C(C#N)C=CC=C1 2-(Azidomethyl)benzonitrile